1-ethynyl-4,4-dimethylcyclohexanol C(#C)C1(CCC(CC1)(C)C)O